F[C@H]1[C@@H](C1)N/C=C/C=C(C(=O)OC)C(=O)OC.C(C)(=O)[SiH2]O[SiH2]O[SiH3] acetyl trisiloxane trans-dimethyl 2-((E)-3-((2-fluorocyclopropyl)amino)allylidene)malonate